CSC=1N=CC2=C(N1)N(C(C(=C2C#C[Si](C(C)C)(C(C)C)C(C)C)C(=O)O)=O)C2=CC=CC=C2 2-(methylsulfanyl)-7-oxo-8-phenyl-5-[2-(triisopropylsilyl)ethynyl]pyrido[2,3-d]pyrimidine-6-carboxylic acid